OCC=1SC=C(C1C(=O)NCC1=CC=C(C=C1)OC)C 2-(hydroxymethyl)-N-[(4-methoxyphenyl)methyl]-4-methylthiophene-3-carboxamide